OC=1C=C(C=CC1OC)/C=C/C(=O)C1=CC=CC=C1 (E)-3-(3-Hydroxy-4-methoxyphenyl)-1-phenylprop-2-en-1-one